FC=1C=C(C=CC1F)B1OC(C(O1)(C)C)(C)C 2-(3,4-difluorophenyl)-4,4,5,5-tetramethyl-1,3,2-dioxaborolane